N-[[4-(cyclopropylmethoxy)-3-fluoro-phenyl]methyl]-3,4-dimethyl-pyrimido[4',5':4,5]thieno[2,3-c]pyridazin-8-amine C1(CC1)COC1=C(C=C(C=C1)CNC1=NC=NC2=C1SC=1N=NC(=C(C12)C)C)F